1-methyl-2(1H)-quinolinone hydrochloride Cl.CN1C(C=CC2=CC=CC=C12)=O